C(#N)C1=C(C=C(C=C1)C=1C=C(SC1)C(=O)N1CCC(CC1)NC(OC(C)(C)C)=O)F Tert-butyl (1-(4-(4-cyano-3-fluorophenyl)thiophene-2-carbonyl)piperidin-4-yl)carbamate